1-(4-(4-((6-((1-acryloylpiperidin-4-yl)amino)-7-methoxyquinazolin-4-yl)amino)-3-fluorophenoxy)pyridin-2-yl)piperidine-4-carbonitrile C(C=C)(=O)N1CCC(CC1)NC=1C=C2C(=NC=NC2=CC1OC)NC1=C(C=C(OC2=CC(=NC=C2)N2CCC(CC2)C#N)C=C1)F